NC1=C2N=CN(C2=NC=N1)CC(=O)N1[C@@H]2C[C@@H]2C[C@H]1C(=O)NCC1=CC=CC=C1 (1R,3S,5R)-2-(2-(6-amino-9H-purin-9-yl)acetyl)-N-benzyl-2-azabicyclo[3.1.0]hexane-3-carboxamide